N-Iodosuccinimid IN1C(CCC1=O)=O